3-hydroxybutyl-4-(isopropylamino)-6-(1H-pyrazol-4-yl)-1,5-naphthyridine-3-carboxamide OC(CCC1=NC2=CC=C(N=C2C(=C1C(=O)N)NC(C)C)C=1C=NNC1)C